6-bromo-4-iodo-1-(tetrahydro-2H-pyran-2-yl)-1H-indazole BrC1=CC(=C2C=NN(C2=C1)C1OCCCC1)I